CC=1C=C(C=CC1OC1=CC2=C(N(C=N2)C)C=C1)NC1=NC=NC=C1C=1OCC(N1)C(=O)OC methyl 2-(4-((3-methyl-4-((1-methyl-1H-benzoimidazol-5-yl)oxy)phenyl)amino)pyrimidin-5-yl)-4,5-dihydrooxazole-4-carboxylate